3-(5-bromo-3-methyl-2-oxo-2,3-dihydro-1H-benzimidazole-1-yl)piperidine-2,6-dione BrC1=CC2=C(N(C(N2C)=O)C2C(NC(CC2)=O)=O)C=C1